NC1=C2N=CN(C2=NC=N1)C[C@@H](C)OCP(OCCCSCCCCCCCCCCCCC[Si](C)(C)C(C)(C)C)(O)=O 3-((13-(tert-butyldimethylsilyl)tridecyl)thio)propyl hydrogen ((((R)-1-(6-amino-9H-purin-9-yl)propan-2-yl)oxy)methyl)phosphonate